5-bromo-6-[(1S)-1-methoxyethyl]pyridin-3-ylboronic acid BrC=1C=C(C=NC1[C@H](C)OC)B(O)O